C1(=CC=CC=C1)C=1OC(=CN1)C(=O)NC12CC(C1)(C2)NC(OC(C)(C)C)=O tert-butyl (3-(2-phenyloxazole-5-carboxamido)bicyclo[1.1.1]pentan-1-yl)carbamate